FC1=C(C=CC=C1)[C@@H](N[S@](=O)C(C)(C)C)[C@@H]1C(NC2=C(N1)N=CC=C2)=O (R)-N-[(R)-(2-fluorophenyl)-[(3R)-2-oxo-3,4-dihydro-1H-pyrido[2,3-b]pyrazin-3-yl]methyl]-2-methyl-propane-2-sulfinamide